BrC=1C=C(C=C2C(N(C(=NC12)N1CCC2(COC2)CC1)C)=O)C 8-bromo-3,6-dimethyl-2-(2-oxa-7-azaspiro[3.5]nonan-7-yl)quinazolin-4-one